ClC1=NC=C(C(=N1)C1=CC=C2CN(C(C2=C1)=O)CCNC(CO)(C)C1=CC=CC=C1)Cl 6-(2,5-dichloropyrimidin-4-yl)-2-{2-[(1-hydroxy-2-phenylpropan-2-yl)amino]ethyl}-2,3-dihydro-1H-isoindol-1-one